4-ethyl-5-methylthiophene-3-carboxamide C(C)C=1C(=CSC1C)C(=O)N